S1[C@@H](CC2C1=CN=CC2)C#N (S,E)-tetrahydrothieno[2,3-c]pyridine-2-carbonitrile